[Cl-].ClCC(C[N+](CCCCCCCCCCCCCC)(C)C)O 3-chloro-2-hydroxypropyl-dimethyltetradecyl-ammonium chloride